2-bromo-ethylether BrCCOCCBr